OCCN[C@H]1CCC2=C(C=CC=C12)C1=NOC(=N1)C=1C=CC(=C(C#N)C1)OC(C)C 5-[3-[(1S)-1-(2-hydroxyethylamino)-2,3-dihydro-1H-inden-4-yl]-1,2,4-oxadiazol-5-yl]-2-propan-2-yloxybenzonitrile